N-(4-phenanthryl)-2-methylaniline C1=CC=C(C=2C3=CC=CC=C3C=CC12)NC1=C(C=CC=C1)C